3,5-dimethyl-4-bromophenol CC=1C=C(C=C(C1Br)C)O